CN1CCN(CC1)CCC(=O)OCCCCNC1=NC(=NC(=N1)NCCCN(CCC(=O)OCCCCCCCC)CCC(=O)OCCCCCCCC)NCCCN(CCC(=O)OCCCCCCCC)CCC(=O)OCCCCCCCC tetraoctyl 3,3',3'',3'''-((((6-((4-((3-(4-methylpiperazin-1-yl)propanoyl)oxy)butyl)amino)-1,3,5-triazine-2,4-diyl)bis(azanediyl))bis(propane-3,1-diyl))bis(azanetriyl))tetrapropionate